4,4',4''-(7,7-dimethyl-7H-benzo[e]naphtho[1,8-bc]siline-2,5,9-triyl)tris(N,N-diphenylaniline) C[Si]1(C=2C3=C(C4=C1C=C(C=C4)C4=CC=C(N(C1=CC=CC=C1)C1=CC=CC=C1)C=C4)C=C(C=C3C=C(C2)C2=CC=C(N(C3=CC=CC=C3)C3=CC=CC=C3)C=C2)C2=CC=C(N(C3=CC=CC=C3)C3=CC=CC=C3)C=C2)C